BrC1=C(C2=C(CN3[C@@H](CO2)CNCC3)C=C1I)F (12aR)-9-bromo-10-fluoro-8-iodo-1,2,3,4,12,12a-hexahydro-6H-pyrazino[2,1-C][1,4]benzoxazepine